C(C)C1(OCC2=CC=CC(=C12)OC1=CC=C(C=N1)N)CC 6-[(3,3-diethyl-1H-isobenzofuran-4-yl)oxy]pyridin-3-amine